FC1C(C(C(CC1)(S(=O)(=O)O)F)(F)F)(F)F hexafluorocyclohexanesulfonic acid